1,4-dihydro-pyrido[2,4]oxazine N1COCC2=C1N=CC=C2